methyl 4-(bis(4-methoxybenzyl)amino)-1-(2,6-dimethyl-4-((methylsulfonyl)methyl)phenyl)-6-oxo-1,6-dihydropyrimidine-5-carboxylate COC1=CC=C(CN(C=2N=CN(C(C2C(=O)OC)=O)C2=C(C=C(C=C2C)CS(=O)(=O)C)C)CC2=CC=C(C=C2)OC)C=C1